N-cyclopropyl-3-(6-((1-hydroxy-2-methylpropan-2-yl)amino)-5-isopropoxypyridin-3-yl)-4-methylbenzamide C1(CC1)NC(C1=CC(=C(C=C1)C)C=1C=NC(=C(C1)OC(C)C)NC(CO)(C)C)=O